tert-butyl (1S,2R,3R,5R)-3-((5-(4-(2,5-dihydrofuran-3-yl)-2-(methoxymethoxy)phenyl)pyrazin-2-yl)(methyl)amino)-2-fluoro-8-azabicyclo[3.2.1]octane-8-carboxylate O1CC(=CC1)C1=CC(=C(C=C1)C=1N=CC(=NC1)N([C@H]1[C@H]([C@@H]2CC[C@H](C1)N2C(=O)OC(C)(C)C)F)C)OCOC